OCC12CN(CC2(C1)C1=CC=C(C=C1)OC)C(=O)OCCCC Butyl 1-(Hydroxymethyl)-5-(4-methoxyphenyl)-3-azabicyclo[3.1.0]hexane-3-carboxylate